(R)-3-(4-((3-chloro-4-((S)-3-chloro-2-hydroxypropoxy)phenyl)sulfonyl)phenoxy)propane-1,2-diol ClC=1C=C(C=CC1OC[C@@H](CCl)O)S(=O)(=O)C1=CC=C(OC[C@@H](CO)O)C=C1